Ethyl 1-(((3-butyl-5-(4-fluorophenyl)-2-methyl-7-(methylthio)-1,1-dioxido-2,3,4,5-tetrahydro-1,2,5-benzothiadiazepin-8-yl)oxy)methyl)cyclopropane-1-carboxylate C(CCC)C1N(S(C2=C(N(C1)C1=CC=C(C=C1)F)C=C(C(=C2)OCC2(CC2)C(=O)OCC)SC)(=O)=O)C